(2S,3S,4R,5S)-4-[[3-(3-Methoxy-2-pyridyl)-4,5-dimethyl-5-(trifluoromethyl)tetrahydrofuran-2-carbonyl]amino]pyridin-2-carboxamid COC=1C(=NC=CC1)[C@H]1[C@H](O[C@@]([C@@H]1C)(C(F)(F)F)C)C(=O)NC1=CC(=NC=C1)C(=O)N